2-((1H-pyrazol-4-yl)ethynyl)-4-(4-chlorophenyl)-3,9-dimethyl-6H-thieno[3,2-f][1,2,4]triazolo[4,3-a][1,4]diazepine N1N=CC(=C1)C#CC1=C(C=2C(=NCC=3N(C2S1)C(=NN3)C)C3=CC=C(C=C3)Cl)C